CN(CCN(C1=C(C=C(C=C1)NC=1N=C(C2=C(N1)N(C=C2)S(=O)(=O)C2=CC=C(C)C=C2)C2=CNC1=C(C=CC=C21)C)[N+](=O)[O-])C)C N1-(2-(dimethylamino)ethyl)-N1-methyl-N4-(4-(7-methyl-1H-indol-3-yl)-7-tosyl-7H-pyrrolo[2,3-d]pyrimidin-2-yl)-2-nitrobenzene-1,4-diamine